(2R)-4-[(2R)-2-[[6-[5-[tert-butyl(dimethyl)silyl]oxy-1-tetrahydropyran-2-yl-indazol-3-yl]-2-pyridyl]oxy]propoxy]butan-2-ol [Si](C)(C)(C(C)(C)C)OC=1C=C2C(=NN(C2=CC1)C1OCCCC1)C1=CC=CC(=N1)O[C@@H](COCC[C@@H](C)O)C